n-Henoctacontane CCCCCCCCCCCCCCCCCCCCCCCCCCCCCCCCCCCCCCCCCCCCCCCCCCCCCCCCCCCCCCCCCCCCCCCCCCCCCCCCC